1-(3-(4-(1-methyl-1H-pyrazol-3-yl)-6-(3,3,3-trifluoropropoxy)pyridin-3-yl)pyrrolidin-1-yl)prop-2-en-1-one CN1N=C(C=C1)C1=C(C=NC(=C1)OCCC(F)(F)F)C1CN(CC1)C(C=C)=O